3-(6-methyl-2,4-dioxo-1,2,3,4-tetrahydropyrimidin-5-yl)acrylic acid CC1=C(C(NC(N1)=O)=O)C=CC(=O)O